COC(C1=C(C(=C(C(=C1)C1=CC(=NC=C1)F)N)C(C)C)F)=O 4-amino-2-fluoro-5-(2-fluoropyridin-4-yl)-3-isopropylbenzoic acid methyl ester